C(C)C1=CC=2C(C3=CC(=CC=C3C2C=C1)CC)CO 2,7-di(ethyl)-9-fluorenylmethanol